2-(((2R)-2-(pyrrolidin-1-yl)cyclohexyl)thio)-1,4-dihydroquinazoline N1(CCCC1)[C@H]1C(CCCC1)SC=1NC2=CC=CC=C2CN1